CC(C)NCCC1=CC=CC=C1 (1-methylethyl)phenethylamine